C(C=C)(=O)NC=1C=C(C=C(C1C)F)C1=C(NC2=NC=C(C=C21)C(=O)OC(C)C)C2=CC=C(C=C2)OCCN(C)C isopropyl 3-(3-acrylamido-5-fluoro-4-methylphenyl)-2-(4-(2-(dimethylamino)ethoxy)phenyl)-1H-pyrrolo[2,3-b]pyridine-5-carboxylate